1,8-dihydroxy-4,5-dinitroanthraquinone OC1=CC=C(C=2C(C3=C(C=CC(=C3C(C12)=O)O)[N+](=O)[O-])=O)[N+](=O)[O-]